3-cyclopropyl-1-(((trans)-1-methyl-3-(trifluoromethyl)cyclobutyl)methyl)-4-(trifluoromethyl)-1H-pyrazole-5-carboxylic acid C1(CC1)C1=NN(C(=C1C(F)(F)F)C(=O)O)CC1(CC(C1)C(F)(F)F)C